N1N=CC(=C1)O[C@H]1C[C@H](CC1)C1=CC(=NN1)NC=1C=CC2=C(CNS2(=O)=O)C1F cis-5-((5-(3-((1H-pyrazol-4-yl)oxy)cyclopentyl)-1H-pyrazol-3-yl)amino)-4-fluoro-2,3-dihydrobenzo[d]isothiazole 1,1-dioxide